[Br-].BrCC[N+](C)(C)C (2-Bromoethyl)-Trimethylammonium Bromide